NC(CON1CC2=CC=CC=C2C1)CC1=C(C=C(C=C1)C1CC1)Cl 2-[2-amino-3-(2-chloro-4-cyclopropylphenyl)propoxy]-1H-isoindole